O=C1OC[C@H](N1C1=NN2CCOC3=C(C2=C1)C=CC(=C3)N[C@H](C(=O)N)C)C(F)(F)F (S)-2-((2-((S)-2-Oxo-4-(trifluoromethyl)oxazolidin-3-yl)-5,6-dihydrobenzo[f]pyrazolo[1,5-d][1,4]oxazepin-9-yl)amino)propanamide